NC=1N=CC(=NC1)C#CCN(C=1C=C2N=C(C=NC2=CC1)C=1C=NN(C1)C)C1=CC(=CC(=C1)OC)OC N-[3-(5-Aminopyrazin-2-yl)prop-2-ynyl]-N-(3,5-dimethoxyphenyl)-3-(1-methylpyrazol-4-yl)quinoxalin-6-amine